N-(bis(2-fluorophenyl)phosphaneyl)-N-methyl-1,1-bis(4-(tributylsilyl)phenyl)phosphanamine FC1=C(C=CC=C1)P(N(P(C1=CC=C(C=C1)[Si](CCCC)(CCCC)CCCC)C1=CC=C(C=C1)[Si](CCCC)(CCCC)CCCC)C)C1=C(C=CC=C1)F